OC[C@H]1CN(CC1)C(=O)OCC1=CC=CC=C1 benzyl (3R)-3-(hydroxymethyl)pyrrolidine-1-carboxylate